FC(OC1CCC(CC1)NC(=O)C1=NC(=NC(=C1)C)N1C=NC=C1)F N-((1r,4r)-4-(difluoromethoxy)cyclohexyl)-2-(1H-imidazol-1-yl)-6-methyl-pyrimidine-4-carboxamide